1-allyloxy-2,3-dimethyl-4-nitro-benzene C(C=C)OC1=C(C(=C(C=C1)[N+](=O)[O-])C)C